ethyl 3-(1-((tert-butoxycarbonyl) amino)-8-azaspiro[4.5]decan-8-yl)-5-methylpyrazine-2-carboxylate C(C)(C)(C)OC(=O)NC1CCCC12CCN(CC2)C=2C(=NC=C(N2)C)C(=O)OCC